COCC=1C=CC=2N(C1)N=CC2C(=O)N2[C@@H](C1=C(CC2)NC=N1)C1=NN2C(C(=CC=C2)C(F)(F)F)=C1 (S)-(6-(methoxymethyl)pyrazolo[1,5-a]pyridin-3-yl)(4-(4-(trifluoromethyl)pyrazolo[1,5-a]pyridin-2-yl)-6,7-dihydro-1H-imidazo[4,5-c]pyridin-5(4H)-yl)methanone